(-)-phenyl-statine C1(=CC=CC=C1)N[C@@H](CC(C)C)[C@@H](O)CC(O)=O